C(=O)O.FC=1C(=NC(=NC1)NC=1C=CC(=C(C#N)C1)C)NC=1C=CC2=C(NC(O2)=O)C1 5-(5-fluoro-4-(2-oxo-2,3-dihydrobenzo[d]oxazol-5-ylamino)pyrimidin-2-ylamino)-2-methylbenzonitrile formate salt